N1=C(C=CC=C1)SSC1C(COC1)O 4-(2-pyridyldisulfanyl)tetrahydrofuran-3-ol